methyl 2-((2s,4r)-2-(((tert-butoxycarbonyl) amino) methyl)-5-chloro-2-phenyl-2,3-dihydrobenzofuran-4-yl)-3,4-difluorobenzoate C(C)(C)(C)OC(=O)NC[C@@]1(OC2=C(C1)C(=C(C=C2)Cl)C2=C(C(=O)OC)C=CC(=C2F)F)C2=CC=CC=C2